N1-((S)-7-(4-hydroxybut-1-yn-1-yl)-5-methyl-4-oxo-2,3,4,5-tetrahydrobenzo[b][1,4]oxazepin-3-yl)-N2-((S)-1-phenylpropan-2-yl)oxalamide OCCC#CC1=CC2=C(OC[C@@H](C(N2C)=O)NC(C(=O)N[C@H](CC2=CC=CC=C2)C)=O)C=C1